(6aR,9R)-5-bromo-N,N-diethyl-7-(3-fluoropropyl)-4,6,6a,7,8,9-hexahydroindolo[4,3-fg]quinoline-9-carboxamide BrC=1NC2=CC=CC=3C4=C[C@H](CN([C@@H]4CC1C32)CCCF)C(=O)N(CC)CC